(cis)-3-(((R)-7-(4-Chloro-3-(trifluoromethyl)benzoyl)-2-(isopropylamino)-6-methyl-4-oxo-5,6,7,8-tetrahydropyrido[3,4-d]pyrimidin-3(4H)-yl)methyl)-N-methylcyclobutanecarboxamide ClC1=C(C=C(C(=O)N2CC=3N=C(N(C(C3C[C@H]2C)=O)C[C@H]2C[C@H](C2)C(=O)NC)NC(C)C)C=C1)C(F)(F)F